NCC1=CC2=C(N(C(=N2)CN2C(C3(C4=CC(=C(C=C24)F)F)CC3)=O)CCCC(F)(F)F)C=C1 1'-((5-(aminomethyl)-1-(4,4,4-trifluorobutyl)-1H-benzo[d]imidazol-2-yl)methyl)-5',6'-difluorospiro[cyclopropane-1,3'-indol]-2'-one